FC(C(CCCC)(C(C(C(F)(F)F)(F)F)(F)F)C(F)(F)F)(F)F 5,5-bis(trifluoromethyl)-6,6,7,7,8,8,8-heptafluorooctane